1,3,5-Tris(3,5-di-tert-butyl-4-hydroxyphenylpropionyl)hexahydro-1,3,5-triazine C(C)(C)(C)C=1C=C(C=C(C1O)C(C)(C)C)CCC(=O)N1CN(CN(C1)C(CCC1=CC(=C(C(=C1)C(C)(C)C)O)C(C)(C)C)=O)C(CCC1=CC(=C(C(=C1)C(C)(C)C)O)C(C)(C)C)=O